5-(piperazin-1-yl)pyrazine-2-carbonitrile hydrochloride Cl.N1(CCNCC1)C=1N=CC(=NC1)C#N